N-(3-bromophenyl)-N-(4-(5-(difluoromethyl)-1,3,4-oxadiazol-2-yl)-2-fluorobenzyl)methanesulfonamide BrC=1C=C(C=CC1)N(S(=O)(=O)C)CC1=C(C=C(C=C1)C=1OC(=NN1)C(F)F)F